[4-[(E)-[ethyl-(thiazolo[4,5-d]pyrimidin-7-yl)hydrazono]methyl]-2-methoxy-phenyl]boronic acid C(C)N(\N=C\C1=CC(=C(C=C1)B(O)O)OC)C=1C2=C(N=CN1)N=CS2